Cl.OC1=C(C=CC=C1)C1=C(CCC2N(CCCC2)C)C=CC=C1 2-[2-(2-hydroxy-phenyl)-phenethyl]-N-methylpiperidine hydrochloride